3-benzyl-1-(trans-4-((5-cyanopyridin-2-yl)amino)cyclohexyl)-1-(4-((1-methyl-1H-pyrazol-5-yl)amino)phenyl)urea C(C1=CC=CC=C1)NC(N(C1=CC=C(C=C1)NC1=CC=NN1C)[C@@H]1CC[C@H](CC1)NC1=NC=C(C=C1)C#N)=O